BrC1=NNC(=N1)C=1N=C2N(C=CC(=N2)OC(C)C)C1C=1N=CNC1 3-bromo-5-[3-(1H-imidazol-4-yl)-7-(propan-2-yloxy)imidazo[1,2-a]pyrimidin-2-yl]-1H-1,2,4-triazole